Cl.COC1=CC2=C(C3=CC(=CC=C3N=C2C=C1)C(F)(F)F)NC1=CC(=C(C=C1)O)CN1CCCC1 4-((2-Methoxy-7-(trifluoromethyl)acridin-9-yl)amino)-2-(pyrrolidin-1-ylmethyl)phenol hydrochloride